FC=1C(=NC=NC1N(CC1=CC=C(C=C1)C(F)(F)F)CC(C)C)NC[C@@H]1[C@H](CN(CC1)CC(=O)N)O ((3R,4R)-4-(((5-fluoro-6-(isobutyl(4-(trifluoromethyl)benzyl)amino)pyrimidin-4-yl)amino)methyl)-3-hydroxypiperidin-1-yl)acetamide